3-(5-{[(4-carbamimidoylphenyl)methyl](methyl)amino}-3-[1-(3-hydroxypyrrolidine-1-carbonyl)-4-oxopyrrolidin-3-yl]-4-methoxy-1H-pyrazole-1-carbonyl)benzoic acid C(N)(=N)C1=CC=C(C=C1)CN(C1=C(C(=NN1C(=O)C=1C=C(C(=O)O)C=CC1)C1CN(CC1=O)C(=O)N1CC(CC1)O)OC)C